C(C)(C)(C)OC(=O)N1CCN(CC1)CC#CC1=CC(=CC=C1)N1C(NC(CC1)=O)=O.CSCO[C@@H](CN1C2=NC=NC(=C2N=C1)NC(C1=CC=CC=C1)=O)C (R)-N-(9-(2-((methylthio)methoxy)propyl)-9H-purin-6-yl)benzamide tert-Butyl-4-(3-(3-(2,4-dioxotetrahydropyrimidin-1(2H)-yl)phenyl)prop-2-yn-1-yl)piperazine-1-carboxylate